(3,5-dimethyl-4-((2'-oxospiro[cyclopropane-1,3'-indolin]-5'-yl)methyl)phenyl)-3,5-dioxo-2,3,4,5-tetrahydro-1,2,4-triazine-6-carbonitrile CC=1C=C(C=C(C1CC=1C=C2C3(C(NC2=CC1)=O)CC3)C)N3N=C(C(NC3=O)=O)C#N